3-butyl-1-methyl-1H-benzo[d]imidazol-3-ium bromide [Br-].C(CCC)[N+]1=CN(C2=C1C=CC=C2)C